4-(3-chloro-2-fluoro-6-methoxyphenyl)-N-(6-(2-methoxyethoxy)thiazolo[4,5-c]pyridin-2-yl)-6-methylnicotinamide ClC=1C(=C(C(=CC1)OC)C1=CC(=NC=C1C(=O)NC=1SC2=C(C=NC(=C2)OCCOC)N1)C)F